OC=1C(C=C(OC1)CN1CC2=CC=CC=C2CC1)=O 5-hydroxy-2-((3,4-dihydroisoquinolin-2(1H)-yl)methyl)-4H-pyran-4-one